BrC=1C=C2C(OCC=3C=C(N=CC3C3=C(C=C(C(NS(C(C1OC)=C2)(=O)=O)=C3)F)F)C(F)(F)F)=O 13-bromo-19,21-difluoro-14-methoxy-16,16-dioxo-5-(trifluoromethyl)-9-oxa-16λ6-thia-4,17-diazatetracyclo[16.3.1.111,15.02,7]tricosa-1(21),2(7),3,5,11,13,15(23),18(22),19-nonaen-10-one